C(C)C1N(CCOC1)CCOCCOC Ethylmethoxyethoxyethylmorpholine